2-[2-[2-[2-[bis[2-(Dodecylamino)-2-oxo-ethyl]amino]ethyl-[2-(dodecylamino)-2-oxo-ethyl]amino]ethylamino]ethyl-[2-(dodecylamino)-2-oxo-ethyl]amino]-N-dodecyl-acetamide C(CCCCCCCCCCC)NC(CN(CCN(CCNCCN(CC(=O)NCCCCCCCCCCCC)CC(=O)NCCCCCCCCCCCC)CC(=O)NCCCCCCCCCCCC)CC(NCCCCCCCCCCCC)=O)=O